C1(CCCCC1)C[C@H](C(=O)N1CC([C@](CC1)(O)CN1C=C(C(=CC1=O)C1CC1)C(=O)N1CCN(CC1)C(=O)OC(C)(C)C)(C)C)C tert-Butyl 4-(1-(((S)-1-((R)-3-cyclohexyl-2-methylpropanoyl)-4-hydroxy-3,3-dimethylpiperidin-4-yl)methyl)-4-cyclopropyl-6-oxo-1,6-dihydropyridine-3-carbonyl)piperazine-1-carboxylate